NC(C(=O)O)(CCCCB(O)O)CCCN1CCCCC1 2-amino-6-borono-2-(3-(piperidin-1-yl)propyl)hexanoic acid